BrC1=CC(=C(C=C1OC)CCNC(OCC)=O)OC ethyl N-[2-(4-bromo-2,5-dimethoxy-phenyl)ethyl]carbamate